2-(4-chloro-2-fluorophenyl)-5-methyl-2,4-dihydro-3H-1,2,4-triazol-3-one ClC1=CC(=C(C=C1)N1N=C(NC1=O)C)F